N(C1=CC=CC=C1)C1=NN2C(O[C@@H](CC2)C)=C1C(=O)N[C@@H]1C(NC2=C(C(=N1)C1=CC=CC=C1)C=CC=C2)=O (5R)-2-Anilino-5-methyl-N-[(3S)-2-oxo-5-phenyl-1,3-dihydro-1,4-benzodiazepin-3-yl]-6,7-dihydro-5H-pyrazolo[5,1-b][1,3]oxazine-3-carboxamide